dibutyl 1,4-naphthalenedicarboxylate tert-butyl-4-{3-[1-(2,6-dioxopiperidin-3-yl)-3-methyl-2-oxo-1,3-benzodiazol-4-yl]prop-2-yn-1-yl}piperidine-1-carboxylate C(C)(C)(C)OC(=O)N1CCC(CC1)CC#CC1=CC=CC=2N(C(N(C21)C)=O)C2C(NC(CC2)=O)=O.C2(=CC=C(C1=CC=CC=C21)C(=O)OCCCC)C(=O)OCCCC